C(C)(C)(C)OC(CC[C@H](C(=O)N)N1C(C2=CC=C(C=C2C1)C1=CC(=C2C(=N1)N(C=C2)C=2N=CN(C2)C)CN2CCCC2)=O)=O (R)-5-amino-4-(5-(1-(1-methyl-1H-imidazol-4-yl)-4-(pyrrolidin-1-ylmethyl)-1H-pyrrolo[2,3-b]pyridin-6-yl)-1-oxoisoindolin-2-yl)-5-oxopentanoic acid tert-butyl ester